C1(CC1)COC1=C(C=C(C=C1)NC(C1=C(C=CC(=C1)B1OC(C(O1)(C)C)(C)C)F)=O)F N-(4-(Cyclopropylmethoxy)-3-fluorophenyl)-2-fluoro-5-(4,4,5,5-tetramethyl-1,3,2-dioxaborolan-2-yl)benzamide